methyl 4-[6-chloro-1-(3,4-difluorophenyl)-4-(methoxymethoxy)-2-tetrahydropyran-4-yl-indol-3-yl]benzoate ClC1=CC(=C2C(=C(N(C2=C1)C1=CC(=C(C=C1)F)F)C1CCOCC1)C1=CC=C(C(=O)OC)C=C1)OCOC